COC=1C=C2CCN(CC2=CC1NC1=NC2=CC(=CC=C2C=N1)NCC1=CC=C2CNC(C2=C1)=O)C 6-[({2-[(6-methoxy-2-methyl-1,2,3,4-tetrahydroisoquinolin-7-yl)amino]quinazolin-7-yl}amino)methyl]-2,3-dihydro-1H-isoindol-1-one